NC1CCC(CC1)CNC1=CC=C(C=C1)OC(C)C N-(((1r,4r)-4-aminocyclohexyl)methyl)-4-isopropoxyaniline